4-(3-Carboxy-2,5-dihydroxyphenyl)-6-(4-carboxy-2,5-dihydroxyphenyl)-1,3,5-triazin-2-one C(=O)(O)C=1C(=C(C=C(C1)O)C1=NC(NC(=N1)C1=C(C=C(C(=C1)O)C(=O)O)O)=O)O